ClC1=CNC2=CC(=C(C=C12)C=O)C(F)(F)F 3-chloro-6-(trifluoromethyl)-1H-indole-5-carbaldehyde